tert-butyl N-(pyrrolidin-3-yl)carbamate N1CC(CC1)NC(OC(C)(C)C)=O